C1(CC1)N1N=CC(=C1)C=1C=NC=2CCN(CC2C1)C=1C(=CC=2N(N1)C=NN2)C 3-(1-cyclopropylpyrazol-4-yl)-6-(7-methyl-[1,2,4]triazolo[4,3-b]pyridazin-6-yl)-7,8-dihydro-5H-1,6-naphthyridine